C(C)(C)(C)N1CC(C2=CC=CC=C12)(C)C 1-tertiary butyl-3,3-dimethylindoline